methyl 5-bromo-2-chloro-3-fluoroisonicotinate BrC1=CN=C(C(=C1C(=O)OC)F)Cl